O1N=CC2=C1C=CC=C2 Benzisoxazol